1-(5-(1-cyclopropyl-6-fluoro-1H-benzo[d]imidazol-2-yl)pyridazin-3-yl)ethan-1-one C1(CC1)N1C(=NC2=C1C=C(C=C2)F)C=2C=C(N=NC2)C(C)=O